imino-4-methyl-5-acetyl-thiazole N=S1C=NC(=C1C(C)=O)C